C1CC12CCN(CC2)C2=CC=C(C=C2)N2N=CC1=CC(=C(C(=C21)F)O)F 1-(4-(6-Azaspiro[2.5]octan-6-yl)phenyl)-5,7-difluoro-1H-indazol-6-ol